((2-((5-bromo-2-((2-chloro-5-methyl-4-(4-(4-methylpiperazin-1-yl)piperidin-1-yl)phenyl)amino)pyrimidin-4-yl)amino)phenyl)imino)dimethyl-λ6-sulfanone BrC=1C(=NC(=NC1)NC1=C(C=C(C(=C1)C)N1CCC(CC1)N1CCN(CC1)C)Cl)NC1=C(C=CC=C1)N=S(=O)(C)C